BrCCCC1=CC=C(C=C1)C=1OC=2C3=C(C=CC2C(C1)=O)OC(O3)(C3=CC=CC=C3)C3=CC=CC=C3 8-(4-(3-bromopropyl)phenyl)-2,2-diphenyl-6H-[1,3]dioxolo[4,5-h]chromen-6-one